ClCC(C)OC(CCl)C di(2-chloro-1-methylethyl) ether